3-((methylamino)methyl)pyridin-2-amine CNCC=1C(=NC=CC1)N